ClCCC1=C(N=C(S1)NC1=CC=NC=C1)C 5-(2-chloroethyl)-4-methyl-N-(pyridin-4-yl)thiazol-2-amine